N1-(4-Chloro-3-(Pyridin-2-Yl)Phenyl)-N4,N4,2-Trimethylterephthalamide ClC1=C(C=C(C=C1)NC(C1=C(C=C(C(=O)N(C)C)C=C1)C)=O)C1=NC=CC=C1